(2S)-2-{[(4-fluoro-3-methoxyphenyl)methyl]amino}-5,5-dimethylhexanoic acid FC1=C(C=C(C=C1)CN[C@H](C(=O)O)CCC(C)(C)C)OC